FC(N1N=C(C=C1)C=1C2=C(N=C(N1)C1=CC=CC=C1)CN=CC2)F 4-(1-(difluoromethyl)-1H-pyrazol-3-yl)-2-phenyl-5,8-dihydropyrido[3,4-d]pyrimidin